(((2,2-diethoxyethoxy)carbonyl)(hexyl)amino)pentanoic acid C(C)OC(COC(=O)N(CCCCCC)C(C(=O)O)CCC)OCC